tert-butyl 4-(2-(2,6-dioxopiperidin-3-yl)-1,3-dioxoisoindolin-5-yl)-4-hydroxypiperidine-1-carboxylate O=C1NC(CCC1N1C(C2=CC=C(C=C2C1=O)C1(CCN(CC1)C(=O)OC(C)(C)C)O)=O)=O